FC(C(=O)O)(F)F.CC=1N=NNC1C1CCNCC1 4-(4-Methyl-1H-1,2,3-triazol-5-yl)piperidine trifluoroacetate salt